C(C1=CC=CC=C1)N1CCC(CC1)(F)CC1C(C2=CC=C(C=C2C1)C1CCN(CC1)CC1=CNC2=CC=C(C=C12)C#N)=O 3-((4-(2-((1-benzyl-4-fluoropiperidin-4-yl)methyl)-1-oxo-2,3-dihydro-1H-inden-5-yl)piperidin-1-yl)methyl)-1H-indole-5-carbonitrile